C1(CC1)N1C(C2=C(CC1)NN(C2=O)C2=CC(=CC=C2)F)=O 5-cyclopropyl-2-(3-fluorophenyl)-1,2,6,7-tetrahydro-3H-pyrazolo[4,3-c]pyridin-3,4(5H)-dione